C1C(CC2=CC=CC=C12)NC1=NC=C(C=N1)C1=NN(C(=C1)CC)CC(=O)O 2-(3-{2-[(2,3-dihydro-1H-inden-2-yl)amino]pyrimidin-5-yl}-5-ethyl-1H-pyrazol-1-yl)acetic acid